(S)-4-(7-bromo-6-chloro-2,8-difluoroquinazolin-4-yl)-3-methylmorpholine BrC1=C(C=C2C(=NC(=NC2=C1F)F)N1[C@H](COCC1)C)Cl